NCC[C@H](C)NC(OC(C)(C)C)=O 1,1-dimethylethyl [(1S)-3-amino-1-methylpropyl]carbamate